propargyl format C(=O)OCC#C